ClC=1C=C(CN2CCCC23CCN(CC3)C(=O)OC(C(F)(F)F)C(F)(F)F)C=CC1C 1,1,1,3,3,3-hexafluoropropan-2-yl 1-(3-chloro-4-methylbenzyl)-1,8-diazaspiro[4.5]decane-8-carboxylate